CC(C)OC([C@H](F)ON1[C@@H]2C=C([C@H](N(C1=O)C2)C(N)=O)C)=O (2S)-{[(2S,5R)-2-carbamoyl-3-methyl-7-oxo-1,6-diazabicyclo[3.2.1]oct-3-en-6-yl]oxy}(fluoro)acetic acid propan-2-yl ester